FC=1C=C(C=C(C1)F)S(=O)(=O)N1CCOC2(CCN(C2)C2CCOCC2)C1 9-((3,5-Difluorophenyl)sulfonyl)-2-(tetrahydro-2H-pyran-4-yl)-6-oxa-2,9-diazaspiro[4.5]decane